N-(3-chloro-2-methylphenyl)-2-(methoxymethyl)-6-({[2-(trifluoromethyl)phenyl]carbonyl}amino)-1H-benzoimidazole-4-carboxamide ClC=1C(=C(C=CC1)NC(=O)C1=CC(=CC=2NC(=NC21)COC)NC(=O)C2=C(C=CC=C2)C(F)(F)F)C